C(C1=CC=CC=C1)OCCCOCOC1=C(C=C(C=C1Cl)CCC(=O)OC)Cl methyl 3-[4-(3-benzyloxypropoxymethoxy)-3,5-dichloro-phenyl]propanoate